(S)-N-(5-(2-(2-aminopyridin-3-yl)-5-(4-fluorophenyl)-3H-imidazo[4,5-b]pyridin-3-yl)-2,3-dihydro-1H-inden-1-yl)-3-formyl-4-hydroxybenzamide NC1=NC=CC=C1C1=NC=2C(=NC(=CC2)C2=CC=C(C=C2)F)N1C=1C=C2CC[C@@H](C2=CC1)NC(C1=CC(=C(C=C1)O)C=O)=O